Cl.BrC1=CC=C(C=C1)C1=CC=C(N1C1=C(C=CC=C1)C(F)(F)F)C1=CC=C(C=N1)C(=O)NCCN(C)C 6-[5-(4-bromophenyl)-1-[2-(trifluoromethyl)phenyl]pyrrol-2-yl]-N-[2-(dimethylamino)ethyl]pyridine-3-carboxamide hydrochloride